7-(4-chloro-3-(trifluoromethyl)phenyl)-2-(hydroxymethyl)-N-(isoquinolin-6-yl)-5-methyl-4,7-dihydropyrazolo[1,5-a]pyrimidine-6-carboxamide ClC1=C(C=C(C=C1)C1C(=C(NC=2N1N=C(C2)CO)C)C(=O)NC=2C=C1C=CN=CC1=CC2)C(F)(F)F